(Z)-3,7,11-trimethyldodec-1,6,10-trien-3-yl acetate C(C)(=O)OC(C=C)(CC\C=C(/CCC=C(C)C)\C)C